3,7-bis((4-nitrophenyl)thio)-10H-phenothiazine [N+](=O)([O-])C1=CC=C(C=C1)SC=1C=CC=2NC3=CC=C(C=C3SC2C1)SC1=CC=C(C=C1)[N+](=O)[O-]